C(CCCCCCCC)(=O)OCC(COC(CCCCCCCC)=O)CC(=O)OC[C@@H]1N(C[C@H](C1)OC(CC(COC(CCCCCCCC)=O)COC(CCCCCCCC)=O)=O)C(=O)N1C=NC=C1 2-(2-(((2R,4S)-1-(1H-imidazole-1-carbonyl)-4-((4-(nonanoyloxy)-3-((nonanoyloxy)methyl)butanoyl)oxy)pyrrolidin-2-yl)methoxy)-2-oxoethyl)propane-1,3-diyl dinonanoate